butyl (4-(4-amino-3-(3-((4,5-dihydrothiazol-2-yl)carbamoyl)phenyl)-1H-pyrazolo[3,4-d]pyrimidin-1-yl)butyl)carbamate NC1=C2C(=NC=N1)N(N=C2C2=CC(=CC=C2)C(NC=2SCCN2)=O)CCCCNC(OCCCC)=O